C1C=CC=CC1 2,4-Cyclohexadiene